3-(6-acetamido-3-pyridyl)-N-(4-cyano-3-methoxy-phenyl)-N-methyl-pyrazolo[1,5-a]pyridine-5-carboxamide C(C)(=O)NC1=CC=C(C=N1)C=1C=NN2C1C=C(C=C2)C(=O)N(C)C2=CC(=C(C=C2)C#N)OC